C1(CC1)S(=O)(=O)NC1=NC=CC(=N1)C1(CCN(CC1)S(N(C)C)(=O)=O)C(=O)NC1=NC=C(C=C1)C1=NC(=CN=C1)OCC 4-(2-(cyclopropanesulfonylamino)pyrimidin-4-yl)-1-(N,N-dimethylsulfamoyl)-N-(5-(6-ethoxypyrazin-2-yl)pyridin-2-yl)piperidine-4-carboxamide